C1(NC=CC2=CC=CC=C12)=O isoquinoline-one